C(#N)C1(CC1)NS(=O)(=O)C=1C=C2C(=NC(=NC2=C(C1)N1CC(N[C@H](C1)COC)(C)C)C)C=1SC(=NN1)C(F)F N-(1-cyanocyclopropyl)-4-[5-(difluoromethyl)-1,3,4-thiadiazol-2-yl]-8-[(5R)-5-(methoxymethyl)-3,3-dimethyl-piperazin-1-yl]-2-methyl-quinazoline-6-sulfonamide